Cl.CN(C\C=C/1\C(N(CC1)C=1C=CC=2N=CN=C(C2N1)NC1=C(C(=C(C=C1)OC1=CC=2N(C=C1)N=CN2)C)F)=O)C (3E)-3-[2-(dimethylamino)ethylidene]-1-{4-[(2-fluoro-3-methyl-4-{[1,2,4]triazolo[1,5-a]pyridin-7-yloxy}phenyl)amino]pyrido[3,2-d]pyrimidin-6-yl}pyrrolidin-2-one hydrochloride